N-[1,1-Bis(hydroxymethyl)-3-(p-octylphenyl)propyl](S)-aminophenyl-acetamide OCC(CCC1=CC=C(C=C1)CCCCCCCC)(CO)NC([C@H](C1=CC=CC=C1)N)=O